4-(2-methyl-4-chlorophenoxyacetoxyl)-2'-methylchalcone CC1=C(OCC(OC2=CC=C(C=C2)\C=C\C(=O)C2=C(C=CC=C2)C)=O)C=CC(=C1)Cl